8-amino-5-ethyl-4-oxo-N-(pyrimidin-5-ylmethyl)-4,5-dihydropyrazolo[1,5-a]quinoxaline-7-carboxamide NC1=C(C=C2N(C(C=3N(C2=C1)N=CC3)=O)CC)C(=O)NCC=3C=NC=NC3